BrC1=CC=2C3=C(C=NC2C=C1F)N(C(C31CC3(C1)CCN(CC3)C(=O)OC(C)(C)C)=O)C tert-Butyl 8''-bromo-7''-fluoro-3''-methyl-2''-oxo-2'',3''-dihydrodispiro[piperidine-4,1'-cyclobutane-3',1''-pyrrolo[2,3-c]quinoline]-1-carboxylate